COC(=O)C1=C(C(=C(C(=O)C2=CC(=CC=C2)C(=O)OOC(C)(C)C)C=C1)C(=O)OC)C(=O)OOC(C)(C)C di(methoxycarbonyl)-3,3'-di(t-butylperoxycarbonyl)benzophenone